C1(CC1)C1CC(C=2C(C3=CC=CC=C3NC2C1)=O)=O 3-cyclopropyl-3,4-dihydroacridine-1,9(2H,10H)-dione